C=C(C(=O)O)CC1=CC(=C(C(=C1)C(C)(C)C)O)C(C)(C)C methylene-3-(3,5-di-t-butyl-4-hydroxyphenyl)propionic acid